2-(3-pyrrolidin-1-ylpropyl)-6-vinylpyridine N1(CCCC1)CCCC1=NC(=CC=C1)C=C